tert-butyl 4-(2-ethyl-4-methoxythieno[2',3':5,6]benzo[1,2-d]oxazol-7-yl)-4-oxobutanoate C(C)C=1OC2=C(N1)C1=C(C=C2OC)SC(=C1)C(CCC(=O)OC(C)(C)C)=O